6''-((6-AMINOPYRIMIDIN-4-YL)AMINO)-8''-METHYL-2''H-DISPIRO[CYCLOPENTANE-1,1'-CYCLOBUTANE-3',3''-IMIDAZO[1,5-A]PYRIDINE]-1'',5''-DIONE NC1=CC(=NC=N1)NC1=CC(=C2N(C1=O)C1(NC2=O)CC2(C1)CCCC2)C